ClC=1C=C(OC=2N=NNC2C(=O)OC(O)C(C)=O)C=CC1Cl acetylhydroxymethyl 4-(3,4-dichlorophenoxy)-1H-1,2,3-triazole-5-carboxylate